[Cl-].C(CCC)[P+](C1=CC=CC=C1)(C1=CC=CC=C1)C1=CC=CC=C1 Butyltriphenylphosphonium chlorid